(7-((1S,2S)-2-(2-chlorophenyl)-4,4-dimethylcyclohexane-1-carbonyl)-5,5-difluoro-2,7-diazaspiro[3.5]nonan-2-yl)prop-2-en-1-one ClC1=C(C=CC=C1)[C@@H]1[C@H](CCC(C1)(C)C)C(=O)N1CC(C2(CN(C2)C(C=C)=O)CC1)(F)F